FC1=C2CN(CC2=CC(=C1)F)C(=O)NC1=CC=C(C=C1)[N+](=O)[O-] 4,6-difluoro-N-(4-nitrophenyl)isoindoline-2-carboxamide